N-(2-Fluoro-benzyl)-3-[3-(4-methoxy-benzyl)-3H-imidazo[4,5-b]pyridin-2-yl]-propionamide FC1=C(CNC(CCC2=NC=3C(=NC=CC3)N2CC2=CC=C(C=C2)OC)=O)C=CC=C1